(4-((4-amino-5-chloro-2,3-dihydrobenzofuran-7-carboxamido)methyl)piperidin-1-yl)nonanoic acid NC1=C(C=C(C2=C1CCO2)C(=O)NCC2CCN(CC2)C(C(=O)O)CCCCCCC)Cl